C(C)(C)(C)OC(=O)N[C@@H](CC(=O)OCC)C=1C=C(C=C(C1F)C)C1=C(C=C(C=C1C)F)O Ethyl (S)-3-((tert-butoxycarbonyl)amino)-3-(4,4'-difluoro-2'-hydroxy-5,6'-dimethyl-[1,1'-biphenyl]-3-yl)propanoate